3-(3-morpholinophenyl)propanoate O1CCN(CC1)C=1C=C(C=CC1)CCC(=O)[O-]